C(C)(=O)N1[C@H]([C@@H]([C@H](C2=CC(=CC=C12)C(=O)N)NC1=NC(=CC=C1)CN1CCOCC1)C)C1CC1 (2S,3R,4R)-1-acetyl-2-cyclopropyl-3-methyl-4-((6-(morpholinomethyl)pyridin-2-yl)amino)-1,2,3,4-tetrahydroquinoline-6-carboxamide